ethyl 2-((4-((S)-2-(4-chloro-2-fluorophenyl)-2-methylbenzo[d][1,3]dioxol-4-yl)piperidin-1-yl)methyl)-1-(((S)-oxetan-2-yl)methyl)-1H-imidazole-5-carboxylate ClC1=CC(=C(C=C1)[C@@]1(OC2=C(O1)C=CC=C2C2CCN(CC2)CC=2N(C(=CN2)C(=O)OCC)C[C@H]2OCC2)C)F